N[C@H](C(=O)N1[C@@H]2[C@H](CC1)[C@@](NC2)(C(=O)O)CCCCB(O)O)CC(C)C (3AS,4R,6aR)-1-((S)-2-amino-4-methylpentanoyl)-4-(4-dihydroxyboryl-butyl)octahydropyrrolo[3,4-b]pyrrole-4-carboxylic acid